FC1=C(C(=CC=C1F)OC([2H])([2H])[2H])C(OC=1C(=CC(=C(N)C1)F)OC([2H])([2H])[2H])([2H])[2H] 5-((2,3-difluoro-6-(methoxy-d3)phenyl)methoxy-d2)-2-fluoro-4-(methoxy-d3)aniline